BrCC1OC2(C3=CC=CC=C13)CC2 (bromomethyl)-3'H-spiro(cyclopropane-1,1'-isobenzofuran)